N1(N=CC=C1)C1=CC=C(CN(C2=CC=C(C=C2)CN(C)C)CC2=CC(=CC=C2)OC)C=C1 N-(4-(1H-pyrazol-1-yl)benzyl)-4-((dimethylamino)methyl)-N-(3-methoxybenzyl)aniline